benzyl (S)-2-(3-(trifluoromethyl)phenyl)pyridine-1(2H)-carboxylate FC(C=1C=C(C=CC1)[C@H]1N(C=CC=C1)C(=O)OCC1=CC=CC=C1)(F)F